C(C)(C)(CC(C)(C)C)OO tertiary octyl hydroperoxide